C(C)(=O)N1CC2(C1)CC(C2)NC2=NC=C1C3(CN(C(C1=C2)=O)C[C@@H](CN2CC1=CC=CC=C1CC2)O)CC3 (R)-7'-((2-acetyl-2-azaspiro[3.3]hept-6-yl)amino)-2'-(3-(3,4-dihydroisoquinolin-2(1H)-yl)-2-hydroxypropyl)-2',3'-dihydro-1'H-spiro[cyclopropane-1,4'-[2,6]naphthyridine]-1'-one